CC1C2CC3CC(C(C1C3)[Zr])C2 2-methyl-4-adamantyl-zirconium